2-Oxo-4-(((trifluoromethyl)sulfonyl)oxy)-5,6-dihydropyridine-1(2H)-carboxylic acid tert-butyl ester C(C)(C)(C)OC(=O)N1C(C=C(CC1)OS(=O)(=O)C(F)(F)F)=O